C(#C)C1=C2C(=CC(=CC2=CC=C1F)O)C1=C(C=2N=C(N=C(C2C=N1)N1CC(OCCC1)C)OC[C@]12[C@H](N(CCC1)C)CCC2)F 5-ethynyl-6-fluoro-4-(8-fluoro-4-(2-methyl-1,4-oxazepan-4-yl)-2-(((4aS,7aR)-1-methyloctahydro-4aH-cyclopenta[b]pyridin-4a-yl)methoxy)pyrido[4,3-d]pyrimidin-7-yl)naphthalen-2-ol